NC1=NC=C(C=C1C#N)C1CCCC1 2-amino-5-cyclopentylpyridine-3-carbonitrile